4-(2-methyl-3-(thiazol-2-ylmethylamino)phenyl)-2-(1-(methylsulfonyl)-1,2,3,6-tetrahydropyridin-4-yl)-1H-indole-7-carboxamide CC1=C(C=CC=C1NCC=1SC=CN1)C1=C2C=C(NC2=C(C=C1)C(=O)N)C=1CCN(CC1)S(=O)(=O)C